2-((methylamino)methyl)phenylboronic acid CNCC1=C(C=CC=C1)B(O)O